C(OC(C)(C)C)(OC=1C(=CC2=C(NC[C@H]3N(C4=CC=CC=C4C3)C2=O)C1)OC)=O (S)-tert-butyl (8-methoxy-6-oxo-11,12,12a,13-tetrahydro-6H-benzo[5,6][1,4]diazepino[1,2-a]indol-9-yl) carbonate